methyl 2,4-bis(benzyloxy)-5-methylbenzoate C(C1=CC=CC=C1)OC1=C(C(=O)OC)C=C(C(=C1)OCC1=CC=CC=C1)C